4-Bromo-6-(2-fluoroethoxy)-2-fluoropyrazolo[1,5-a]pyridine-3-carbaldehyde BrC=1C=2N(C=C(C1)OCCF)N=C(C2C=O)F